IC1=C(C(=O)O)C=C(C=C1I)I 2,3,5-Triiodobenzoic acid